4-(1-(4-fluorophenyl)-1H-indazol-5-yl)-1-((1-propyl-1H-pyrazol-4-yl)sulfonyl)piperidine-4-carboxylic acid ethyl ester C(C)OC(=O)C1(CCN(CC1)S(=O)(=O)C=1C=NN(C1)CCC)C=1C=C2C=NN(C2=CC1)C1=CC=C(C=C1)F